2,6-dihydroxyethylaminotoluene tert-butyl-4-[cyano(3,5-difluorophenyl)methylidene]piperidine-1-carboxylate C(C)(C)(C)OC(=O)N1CCC(CC1)=C(C1=CC(=CC(=C1)F)F)C#N.OCCNCC1=CC=CC=C1O